6-[5-(difluoromethyl)-1,3,4-oxadiazol-2-yl]-2-[(1RS,2SR)-2-(2-fluorophenyl)-1-(4-fluorophenyl)-2-hydroxyethyl]-2,3-dihydro-1H-isoindol-1-one FC(C1=NN=C(O1)C1=CC=C2CN(C(C2=C1)=O)[C@@H]([C@@H](O)C1=C(C=CC=C1)F)C1=CC=C(C=C1)F)F |r|